CC(C(=O)NC1=NC(=C2N=CNC2=N1)OC(N(C1=CC=CC=C1)C1=CC=CC=C1)=O)C N,N-Diphenylcarbamic acid [2-(2-methylpropionoylamino)-9H-purin-6-yl]Ester